benzyl (2-(5-(3-hydroxypent-2-enoyl)-6-((4-methoxybenzyl)amino)pyrazin-2-yl)ethyl)(methyl)carbamate OC(=CC(=O)C=1N=CC(=NC1NCC1=CC=C(C=C1)OC)CCN(C(OCC1=CC=CC=C1)=O)C)CC